NC1=C(C=C(C=N1)C1=CC(=C(C=C1)C(=O)N1C(CNCC1)(C)C)Cl)OC(C)C1=C(C(=CC=C1Cl)F)Cl (4-{6-amino-5-[1-(2,6-dichloro-3-fluoro-phenyl)-ethoxy]-pyridin-3-yl}-2-chloro-phenyl)-((3r,5s)-dimethyl-piperazin-1-yl)-methanone